N-((2S,3S)-4,4-difluoro-3-hydroxy-1-(hydroxyamino)-3-methyl-1-oxobutan-2-yl)-4-((1-methylaziridin-2-yl)buta-1,3-diyn-1-yl)benzamide FC([C@@]([C@@H](C(=O)NO)NC(C1=CC=C(C=C1)C#CC#CC1N(C1)C)=O)(C)O)F